1,5,6,7-tetrahydropyrrolo[3,4-b]pyridin-2-one hydrochloride Cl.N1C2=C(C=CC1=O)CNC2